2-(4-bromo-2,3-difluorophenoxy)acetonitrile BrC1=C(C(=C(OCC#N)C=C1)F)F